ClC1=CC=C(C=C1)C=1C=C(C=CC1)[C@H]1SCC[C@H](NC1)CNCCOC (2R,5S)-2-[3-(4-chlorophenyl)phenyl]-5-[(2-methoxyethylamino)methyl]-1,4-thiazepan